3-Ethylphenol C(C)C=1C=C(C=CC1)O